O1C2=C(OC[C@@H]1CN1CCN(CC1)C1=NC=CC=C1COC)C=CC=C2 (S)-1-((2,3-dihydrobenzo[b][1,4]dioxin-2-yl)methyl)-4-(3-(methoxymethyl)pyridin-2-yl)piperazine